C(C)(C)(C)C1NCC2CN(CC=C21)C(C2=C(C=CC=C2)N2N=CC=N2)=O tert-butyl-5-(2-(2H-1,2,3-triazole-2-yl)benzoyl)hexahydropyrrolo[3,4-c]Pyridine